COC1=C(CN(S(=O)(=O)C2=NC=CC(=C2)N2C(C=CC=3CCC(CC23)C)N2CC(C(CC2)(F)F)C)CC2=C(C=C(C=C2)OC)OC)C=CC(=C1)OC N-(2-(N,N-bis(2,4-dimethoxybenzyl)sulfamoyl)pyridin-4-yl)-2-(4,4-difluoro-3-methylpiperidin-1-yl)-7-methyl-5,6,7,8-tetrahydroquinoline